C(CCCCCCCCCCC)(=O)[N-]CCCC N-lauroyl-butyl-amide